3-[[4-[2-[tert-butoxycarbonyl(isobutyl)amino]ethoxy]-6-(2,6-dimethylphenyl)pyrimidin-2-yl]sulfamoyl]benzoic acid C(C)(C)(C)OC(=O)N(CCOC1=NC(=NC(=C1)C1=C(C=CC=C1C)C)NS(=O)(=O)C=1C=C(C(=O)O)C=CC1)CC(C)C